5-(6-bromoisochroman-8-yl)pyrrolidin-3-yl acetate C(C)(=O)OC1CNC(C1)C=1C=C(C=C2CCOCC12)Br